ClC=1C(=NC=CC1C1=C(C(=CC=C1)C1=CC=C2C(=N1)N(C=C2CNCCOC)C)Cl)C2=CC(=C(CNC[C@H]1CCC(N1)=O)C=C2)OC (R)-5-(((4-(3-chloro-4-(2-chloro-3-(3-(((2-methoxyethyl)amino)methyl)-1-methyl-1H-pyrrolo[2,3-b]pyridin-6-yl)phenyl)pyridin-2-yl)-2-methoxybenzyl)amino)methyl)pyrrolidin-2-one